7-(2-aminothiazol-4-yl)-2-methylisoquinolin-1(2H)-one NC=1SC=C(N1)C1=CC=C2C=CN(C(C2=C1)=O)C